C[Si](CCOCN1N=CC(=C1)C#N)(C)C 1-((2-(trimethylsilyl)ethoxy)methyl)-1H-pyrazole-4-carbonitrile